C(C)[C@@H]1N(C[C@H](N(C1)C(C)C=1C=C2C=CN=CC2=CC1)CC)C=1C=2C(N(C(C1)=O)C)=CN(N2)CC#N 2-(7-((2S,5R)-2,5-diethyl-4-(1-(isoquinolin-6-yl)ethyl)piperazin-1-yl)-4-methyl-5-oxo-4,5-dihydro-2H-pyrazolo[4,3-b]pyridin-2-yl)acetonitrile